quinol fumarate C(\C=C\C(=O)O)(=O)O.C1(O)=CC=C(O)C=C1